ClC1=CC=CC2=C1NC(OC2=O)=O 8-chloro-1H-benzo[d][1,3]oxazine-2,4-dione